5-oxo-thiazolo[3,2-a]pyridine-3-carboxylic acid O=C1C=CC=C2N1C(=CS2)C(=O)O